C(C)OC(=O)C1=NN2C(CN(CC2(C)C)C2=CC(=C(C=C2)Cl)F)=C1 5-(4-chloro-3-fluorophenyl)-7,7-dimethyl-4,5,6,7-tetrahydropyrazolo[1,5-a]pyrazine-2-carboxylic acid ethyl ester